N-{2-[3-chloro-6-(1-methanesulfonylpiperidin-4-yl)pyridin-2-yl]-5-(2,6-difluoro-4-methoxyphenyl)-1-methyl-3-oxo-2,3-dihydro-1H-pyrazol-4-yl}-4-(difluoromethoxy)benzamide ClC=1C(=NC(=CC1)C1CCN(CC1)S(=O)(=O)C)N1N(C(=C(C1=O)NC(C1=CC=C(C=C1)OC(F)F)=O)C1=C(C=C(C=C1F)OC)F)C